FC=1C=CC2=C(CCO2)C1CNC1=NC=C(C=2N1C=NN2)C=2C=CC=1N(C2)N=CC1 N-((5-fluoro-2,3-dihydrobenzofuran-4-yl)methyl)-8-(pyrazolo[1,5-a]pyridin-6-yl)-[1,2,4]triazolo[4,3-c]pyrimidin-5-amine